3,5-dimethyl-pyrazole-4-boronic acid pinacol ester CC1=NNC(=C1B1OC(C)(C)C(C)(C)O1)C